ethyl (2S,3S)-2-(bis(4-methoxybenzyl)amino)-3-(4-bromothiazol-2-yl)-3-(2,2-difluoroethoxy)propanoate COC1=CC=C(CN([C@H](C(=O)OCC)[C@H](OCC(F)F)C=2SC=C(N2)Br)CC2=CC=C(C=C2)OC)C=C1